(R)-2'-chloro-N-(6-(4-hydroxycyclohex-1-en-1-yl)thiazolo[4,5-c]pyridin-2-yl)-5'-methoxy-6-methyl-[4,4'-bipyridine]-3-carboxamide ClC1=NC=C(C(=C1)C1=C(C=NC(=C1)C)C(=O)NC=1SC2=C(C=NC(=C2)C2=CC[C@@H](CC2)O)N1)OC